CC1(C(CC1)C=1SC(=C(N1)C(=O)N)C)C (2,2-dimethylcyclobutyl)-5-methyl-thiazole-4-carboxamide